(5,8-dimethoxy[1,2,4]triazolo[1,5-c]pyrimidin-2-yl)-6-(trifluoromethyl)benzenesulfonamide COC1=NC=C(C=2N1N=C(N2)C2=C(C(=CC=C2)C(F)(F)F)S(=O)(=O)N)OC